2-(5-fluoro-2-(4-(4-methoxypiperidin-1-yl)-3-(1-(2,2,2-trifluoroethyl)-1H-indazole-3-carboxamido)benzamido)phenyl)acetic acid FC=1C=CC(=C(C1)CC(=O)O)NC(C1=CC(=C(C=C1)N1CCC(CC1)OC)NC(=O)C1=NN(C2=CC=CC=C12)CC(F)(F)F)=O